OC1=C(C=C(C=C1)C(C(=O)C1=CC(=C(C=C1)O)OC)=O)OC 1,2-bis(4-hydroxy-3-methoxyphenyl)ethane-1,2-dione